2-(tetrahydrofuran-3-ylcarbonyl)-2,3-dihydro-1H-isoindole-1-carboxamide O1CC(CC1)C(=O)N1C(C2=CC=CC=C2C1)C(=O)N